6-phenyl-N-[(4-(tert-butyl)-(3-chlorophenyl))methyl]-3-pyridin-2-yl-1,2,4-triazin-5-amine C1(=CC=CC=C1)C1=C(N=C(N=N1)C1=NC=CC=C1)NCC1=CC(=C(C=C1)C(C)(C)C)Cl